O1CC(C1)C1=CC(=NO1)C(=O)NC1C[C@H]2CC[C@@H](C1)N2S(=O)(=O)CC2C1CC(CC21)NC(OCC2=CC=CC=C2)=O benzyl (6-((((1R,3r,5S)-3-(5-(oxetan-3-yl)isoxazole-3-carboxamido)-8-azabicyclo[3.2.1]octan-8-yl) sulfonyl)methyl)bicyclo[3.1.0]hexan-3-yl)carbamate